4-(5-Cyclopropyl-1,2,4-oxadiazol-3-yl)-N-[(1r,6S)-6-{[(3S)-1-(2,2-dimethylpropyl)pyrrolidin-3-yl]oxy}-2,2-difluorocyclohexyl]-4-methylpiperidine-1-carboxamide C1(CC1)C1=NC(=NO1)C1(CCN(CC1)C(=O)N[C@H]1C(CCC[C@@H]1O[C@@H]1CN(CC1)CC(C)(C)C)(F)F)C